(R)-N-(2-(1-(6-ethoxy-5-methoxypyridin-2-yl)-2-(methylsulfonyl)ethyl)-7-fluoro-1,3-dioxoisoindolin-4-yl)acetamide C(C)OC1=C(C=CC(=N1)[C@H](CS(=O)(=O)C)N1C(C2=C(C=CC(=C2C1=O)NC(C)=O)F)=O)OC